bis[tetrakis(hydroxymethyl)phosphonium] sulphate S(=O)(=O)([O-])[O-].OC[P+](CO)(CO)CO.OC[P+](CO)(CO)CO